BrC1=CC2=C(C3=C(O2)C=CC(=C3)S(=O)(=O)Cl)C=C1 7-bromo-dibenzo[b,d]furan-2-sulfonyl chloride